ClC1=CC=C(CN2CCCC3=CC=CC=C23)C=C1 1-(4-chlorobenzyl)-1,2,3,4-tetrahydroquinoline